IC=1C=NN2C1N=C(C=C2N2CCN(CC2)S(=O)(=O)C)N2[C@@H](COCC2)C (3R)-4-[3-iodo-7-(4-methanesulfonylpiperazin-1-yl)pyrazolo[1,5-a]pyrimidin-5-yl]-3-methylmorpholine